ClC1=NC(=CC=C1N1CCN(CC1)CC1=CC(=NC=C1)NC(=O)NCC)N1N=CC=C1 1-(4-((4-(2-chloro-6-(1H-pyrazol-1-yl)pyridin-3-yl)piperazin-1-yl)methyl)pyridin-2-yl)-3-ethylurea